((5-chloro-2-nitrophenyl)amino)-3-methoxybenzoic acid ClC=1C=CC(=C(C1)NC1=C(C(=O)O)C=CC=C1OC)[N+](=O)[O-]